5-(cyclopropylmethyl)-4-(4-(difluoromethoxy)phenyl)-2-(4-methyl-3,4-dihydro-2H-benzo[b][1,4]oxazin-6-yl)-2,5-dihydro-3H-pyrrolo[3,2-c]pyridazin-3-one C1(CC1)CN1C=CC2=NN(C(C(=C21)C2=CC=C(C=C2)OC(F)F)=O)C2=CC1=C(OCCN1C)C=C2